C(=O)(O)/C=C/C(=O)[O-].OC=1C=C2C(=CNC2=CC1)CC[NH3+] 2-(5-hydroxy-1H-indol-3-yl)ethan-1-aminium (2E)-3-carboxyprop-2-enoate